ClC=1C=CC(=C(C#N)C1)CF 5-Chloro-2-(fluoromethyl)benzonitrile